P(=O)(OC[C@]1(O[C@H]([C@@H]([C@@H]1O)O)C1=CC=C2C(=NC=NN21)N)C#N)(OC[C@H](CCCCCCCCCCCCCCCCCC(F)(F)F)OCC2=NC1=CC=CC=C1C=C2)O ((2R,3S,4R,5S)-5-(4-aminopyrrolo[2,1-f][1,2,4]triazin-7-yl)-2-cyano-3,4-dihydroxytetrahydrofuran-2-yl)methyl ((S)-20,20,20-trifluoro-2-(quinolin-2-ylmethoxy)icosyl) hydrogen phosphate